NC1=C(C(N(C2=C(C=CC=C12)C=1C(=NN(C1)C)C)C)=O)C(=O)NCCC 4-amino-8-(1,3-dimethylpyrazol-4-yl)-1-methyl-2-oxo-N-propyl-quinoline-3-carboxamide